ClC=1C=CC2=C(C=C(O2)C(C(=O)N[C@@H]([C@H](O)C2=CC3=C(OCCO3)C(=C2)F)CN2CCCC2)(F)F)C1 2-(5-chlorobenzofuran-2-yl)-2,2-difluoro-N-((1r,2r)-1-(8-fluoro-2,3-dihydrobenzo[b][1,4]dioxin-6-yl)-1-hydroxy-3-(pyrrolidin-1-yl)propan-2-yl)acetamide